PIPERAZIN-1-YL-1H-PYRAZOLE-3-CARBOXAMIDE N1(CCNCC1)N1N=C(C=C1)C(=O)N